(S)-N-((1s,3R)-1-(5-bromopyrimidin-2-yl)-3-methoxy-3-methylcyclobutyl)-2-methylpropane-2-sulfenamide BrC=1C=NC(=NC1)C1(CC(C1)(C)OC)NSC(C)(C)C